BrC1=NC=CC(=C1F)NC(=O)N1CC=2C(=NN3C2C(=C[C@@H](CC3)O)F)C[C@H]1C |o1:20| (3R,9R*)-N-(2-Bromo-3-fluoropyridin-4-yl)-11-fluoro-9-hydroxy-3-methyl-3,4,8,9-tetrahydro-1H-pyrido[4',3':3,4]pyrazolo[1,5-a]azepine-2(7H)-carboxamide